C(CCCCCCC\C=C/C\C=C/CCCCC)(=O)OCCCCCCCCCCCCCCCCCCC(=O)O 19-linoleoyloxy-nonadecanoic acid